ClCC=1C(=NC(=NC1C)C=C)OC 5-(chloromethyl)-4-methoxy-6-methyl-2-vinylpyrimidine